1-cyclobutyl-N-((2-((4-(6-(methylsulfonyl)-1H-indazol-4-yl)-1H-1,2,3-triazol-1-yl)methyl)imidazo[1,2-a]pyridin-6-yl)methyl)methylamine C1(CCC1)CNCC=1C=CC=2N(C1)C=C(N2)CN2N=NC(=C2)C2=C1C=NNC1=CC(=C2)S(=O)(=O)C